C(CCCCCCCCCCCCCCCCC)(=O)OC[C@@H](OC(CCCCCCCCCCCCCCCCC)=O)COP(=O)(O)OCCN ls-1,2-distearoyl-sn-glycero-3-phosphoethanolamine